1,3,5-tris(2-methacryloxyethyl)s-triazine C(C(=C)C)(=O)OCCN1CN(CN(C1)CCOC(C(=C)C)=O)CCOC(C(=C)C)=O